C(C#C)OCC(=O)N1CCC(CC1)OCCNC(OC(C)(C)C)=O tert-butyl N-[2-[[1-(2-prop-2-ynoxyacetyl)-4-piperidyl]oxy]ethyl]carbamate